N-Ethyl-PerfluorooctaneSulfonamide Acetate C(C)(=O)O.C(C)NS(=O)(=O)C(C(C(C(C(C(C(C(F)(F)F)(F)F)(F)F)(F)F)(F)F)(F)F)(F)F)(F)F